tert-butyl [1,3'-biazetidin]-3-ylcarbamate N1(CC(C1)NC(OC(C)(C)C)=O)C1CNC1